FC=1C=CC(=C(C(=O)N2[C@@H](COCC2)C)C1)C=1C=2N(C=C(C1)C1CN(C1)CC1CCC(CC1)C1=NC=NO1)C(=NC2F)C (3R)-4-{5-fluoro-2-[1-fluoro-3-methyl-6-(1-{[(1s,4s)-4-(1,2,4-oxadiazol-5-yl)cyclohexyl]methyl}azetidin-3-yl)imidazo[1,5-a]pyridin-8-yl]benzoyl}-3-methylmorpholine